C(C)(C)(C)OC([C@H](CCN(CCCCC1=NC=2NCCCC2C=C1)C[C@@H](COC)F)NC1=NC2=CC=CC=C2N=C1)=O (S)-4-(((S)-2-fluoro-3-methoxypropyl)(4-(5,6,7,8-tetrahydro-1,8-naphthyridin-2-yl)butyl)amino)-2-(quinoxalin-2-ylamino)butyric acid tert-butyl ester